1-(3-(tert-butyl)-1-(4-isopropylphenyl)-1H-pyrazol-5-yl)-3-(2-fluoro-4-(4,4,5,5-tetramethyl-1,3,2-dioxaborolan-2-yl)phenyl)urea C(C)(C)(C)C1=NN(C(=C1)NC(=O)NC1=C(C=C(C=C1)B1OC(C(O1)(C)C)(C)C)F)C1=CC=C(C=C1)C(C)C